N-(5-(3,5-difluorobenzyl)-1H-indazol-3-yl)-4-(4-methylpiperazin-1-yl)-2-(oxabutan-3-ylamino)benzamide FC=1C=C(CC=2C=C3C(=NNC3=CC2)NC(C2=C(C=C(C=C2)N2CCN(CC2)C)NC(CO)C)=O)C=C(C1)F